7-(benzofuran-4-yl)-N-((4,6-dimethyl-2-oxo-1,2-dihydropyridin-3-yl)methyl)-2-oxo-1,2-dihydroquinoline-5-carboxamide O1C=CC2=C1C=CC=C2C=2C=C(C=1C=CC(NC1C2)=O)C(=O)NCC=2C(NC(=CC2C)C)=O